5-[3-methoxy-4-(2-methylpropan-2-enoyloxy)phenyl]pent-4-enoic acid COC=1C=C(C=CC1OC(C(=C)C)=O)C=CCCC(=O)O